7-((1R,3r,5S,6r)-6-(1-ethyl-3-(5-fluoropyridin-3-yl)-1H-pyrazol-5-yl)bicyclo[3.1.0]hexan-3-yl)-2-thia-7-azaspiro[3.5]nonane 2,2-dioxide C(C)N1N=C(C=C1C1[C@H]2CC(C[C@@H]12)N1CCC2(CS(C2)(=O)=O)CC1)C=1C=NC=C(C1)F